C(C)(=O)C1=C2C=CC=NC2=C(C=C1)O 5-acetylquinolin-8-ol